CC=1N=C2N(C=C(C=C2)[N+](=O)[O-])C1 2-methyl-6-nitro-imidazo[1,2-a]pyridine